(R)-(4-(2-hydroxyethyl)piperazin-1-yl)(3-methoxy-5-((4-(3-phenylisoxazolidin-2-yl)thieno[3,2-d]pyrimidin-2-yl)amino)phenyl)methanone OCCN1CCN(CC1)C(=O)C1=CC(=CC(=C1)NC=1N=C(C2=C(N1)C=CS2)N2OCC[C@@H]2C2=CC=CC=C2)OC